ClC1=CC=C(C=C1)C1=NN=C(S1)NS([O-])(=O)=O.[Na+] Sodium N-[5-(4-chlorophenyl)-1,3,4-thiadiazol-2-yl]sulfamate